NC1=CC2=C(S1)CCCC2 2-amino-4,5,6,7-tetrahydrobenzo[b]thiophene